(1s,4s)-4-(2-(cyclopentylamino)-8-(2,4,6-trichlorophenylamino)-9H-purin-9-yl)cyclohexanecarboxamide C1(CCCC1)NC1=NC=C2N=C(N(C2=N1)C1CCC(CC1)C(=O)N)NC1=C(C=C(C=C1Cl)Cl)Cl